N-((1-(2,2-Difluoroethyl)piperidin-4-yl)methyl)-3-((6-(3-methylisoxazol-4-yl)-1-oxoisoquinolin-2(1H)-yl)methyl)benzamide FC(CN1CCC(CC1)CNC(C1=CC(=CC=C1)CN1C(C2=CC=C(C=C2C=C1)C=1C(=NOC1)C)=O)=O)F